FC(C(=O)N(C)C=1C=CC=2N(C1)C=CN2)(F)F 2,2,2-trifluoro-N-(imidazo[1,2-a]pyridin-6-yl)-N-methylacetamide